Pentyl butyrate C(CCC)(=O)OCCCCC